6'-(3-methoxybutyl)-1,2'-dimethyl-5',6'-dihydro-7'H-spiro[azetidine-3,8'-pyrido[4,3-d]pyrimidin]-7'-one COC(CCN1CC2=C(N=C(N=C2)C)C2(C1=O)CN(C2)C)C